FC1=C(C=C(C(=C1)C1=NC=C(N=C1)N(C)[C@@H]1[C@@H]([C@H]2CC[C@@H](C1)N2)F)O)C2=CC(N(C=N2)C)=O 6-(2-fluoro-4-(5-(((1R,2R,3S,5S)-2-fluoro-8-azabicyclo[3.2.1]octan-3-yl)(methyl)amino)pyrazin-2-yl)-5-hydroxyphenyl)-3-methylpyrimidin-4(3H)-one